(1r,3r)-3-(3,4-difluoro-5-methylphenoxy)-N-((6-fluoroisoquinolin-5-yl)methyl)cyclobutane-1-amine hydrochloride Cl.FC=1C=C(OC2CC(C2)NCC2=C3C=CN=CC3=CC=C2F)C=C(C1F)C